1-(2-Formylthiazol-4-yl)cyclopropane-1-carboxylic acid ethyl ester C(C)OC(=O)C1(CC1)C=1N=C(SC1)C=O